C(C)S(=O)(=O)C[C@@H]1[C@H](N(C1)C=1C=CC(=C2C=C(N=CC12)NC1=NC(=NC=C1)N1C[C@@H]([C@H](CC1)OC)O)C(C)C)C (3S,4S)-1-[4-({8-[(2R,3S)-3-[(ethanesulfonyl)meth-yl]-2-methylazetidin-1-yl]-5-(propan-2-yl)isoquinolin-3-yl}amino)pyrimidin-2-yl]-4-methoxypiperidin-3-ol